FC1=C(C=CC=C1)C1=CC(=CN1S(=O)(=O)C1=CNC=C1)CNC 1-[5-(2-fluorophenyl)-1-(pyrrole-3-ylsulfonyl)-1H-pyrrole-3-yl]-N-methyl-methylamine